2-(4-amino-1-((2-(trimethylsilyl)ethoxy)methyl)-1H-pyrazol-3-yl)-5-methyl-7-(1-phenylethyl)furo[3,2-c]pyridin-4(5H)-one NC=1C(=NN(C1)COCC[Si](C)(C)C)C1=CC=2C(N(C=C(C2O1)C(C)C1=CC=CC=C1)C)=O